1-Cyclopropyl-piperazine C1(CC1)N1CCNCC1